1-[3-(4-Bromo-2-methyl-2H-pyrazol-3-yl)-4-methoxy-phenyl]-3-(4-chloro-2-hydroxy-phenyl)-urea BrC1=C(N(N=C1)C)C=1C=C(C=CC1OC)NC(=O)NC1=C(C=C(C=C1)Cl)O